ClC1=NN(C=C1C(=O)N[C@@H]1CC[C@@H](CC1)NC1=NN(C(C(=C1)C(F)(F)F)=O)C)CC(F)F 3-chloro-1-(2,2-difluoroethyl)-N-(cis-4-((1-methyl-6-oxo-5-(trifluoromethyl)-1,6-dihydropyridazin-3-yl)amino)cyclohexyl)-1H-pyrazole-4-carboxamide